3-(3-(1-(2-methoxy-2-oxoethyl)cyclopropyl)phenyl)-5-(trifluoromethoxy)benzo[b]selenophene-2-carboxylic acid COC(CC1(CC1)C=1C=C(C=CC1)C=1C2=C([Se]C1C(=O)O)C=CC(=C2)OC(F)(F)F)=O